Tetradecanoic acid, butyl ester C(CCCCCCCCCCCCC)(=O)OCCCC